OC1=C(C=C(C=C1)CNC(CCCCC=CC(C)C)=O)OC N-[(4-hydroxy-3-methoxyphenyl)methyl]-8-methyl-6-nonenamide